6-(2,3,5-trimethoxybenzylamino)-3-glucopyranosylpurine COC1=C(CNC2=C3N=CN=C3N(C=N2)C2[C@H](O)[C@@H](O)[C@H](O)[C@H](O2)CO)C=C(C=C1OC)OC